O=C1NC2(CN(C2)C(=O)N2CC3(C2)CC(C3)NS(=O)(=O)C3=CC(=CC=C3)C(F)(F)F)CCO1 N-[2-(6-keto-7-oxa-2,5-diazaspiro[3.5]nonane-2-carbonyl)-2-azaspiro[3.3]heptan-6-yl]-3-(trifluoromethyl)benzene-sulfonamide